CCCC/C=C\CCCCCCCC(=O)O[C@H](COC(=O)CCCC/C=C\C/C=C\C/C=C\C/C=C\CC)COP(=O)([O-])OCC[N+](C)(C)C 1-(6Z,9Z,12Z,15Z-octadecatetraenoyl)-2-(9Z-tetradecenoyl)-glycero-3-phosphocholine